(1R,3S,5R)-2-(2-(4-amino-8-fluoro-6-methyl-9H-pyrimido[4,5-b]indol-9-yl)acetyl)-N-(6-bromopyridin-2-yl)-5-methyl-2-azabicyclo[3.1.0]hexane-3-carboxamide NC1=NC=NC=2N(C3=C(C=C(C=C3C21)C)F)CC(=O)N2[C@@H]1C[C@@]1(C[C@H]2C(=O)NC2=NC(=CC=C2)Br)C